5,10,15,20-tetra(4-hydroxyphenyl)-21H,23H-porphin OC1=CC=C(C=C1)C=1C2=CC=C(N2)C(=C2C=CC(C(=C3C=CC(=C(C=4C=CC1N4)C4=CC=C(C=C4)O)N3)C3=CC=C(C=C3)O)=N2)C2=CC=C(C=C2)O